N-hydroxy-5-ureido-pentanamide ONC(CCCCNC(=O)N)=O